tert-butyl (S)-1-((S)-1-((2S,5R)-2-(benzhydrylcarbamoyl)-5-(5-methylfuran-2-yl)pyrrolidin-1-yl)-3-methyl-1-oxobutan-2-ylamino)-1-oxopropan-2-yl(methyl)carbamate C(C1=CC=CC=C1)(C1=CC=CC=C1)NC(=O)[C@H]1N([C@H](CC1)C=1OC(=CC1)C)C([C@H](C(C)C)NC([C@H](C)N(C(OC(C)(C)C)=O)C)=O)=O